BrC1=C(C(=CC=C1F)F)C(C)N1C2CCC1CC2 7-(1-(2-bromo-3,6-difluorophenyl)ethyl)-7-azabicyclo[2.2.1]heptane